FC1=CC=C2C(=CN=CC2=C1)N1CC=2N=C(N=C(C2CC1)N1C[C@@H](NCC1)CC#N)OC[C@H]1N(CCC1)C 2-[(2S)-4-[7-(7-fluoro-4-isoquinolyl)-2-[[(2S)-1-methylpyrrolidin-2-yl]methoxy]-6,8-dihydro-5H-pyrido[3,4-d]pyrimidin-4-yl]piperazin-2-yl]acetonitrile